FC=1C=C(C=CC1)C1=NC(=NO1)C1=CC=C(C2=CC=CC=C12)CN1CC(C1)C(=O)O 1-((4-(5-(3-fluorophenyl)-1,2,4-oxadiazol-3-yl)naphthalen-1-yl)methyl)azetidine-3-carboxylic acid